CC=1C=C2CCNC2=CC1C(=O)NC1(CC1)C1=CC=CC2=CC=CC=C12 5-Methyl-N-(1-(naphthalen-1-yl)cyclopropyl)indoline-6-carboxamide